NC=1C2=C(N=CN1)N(C(=C2C(=O)NC2=CC=C(C=C2)\C=C\C)OCC)C2(CC2)C (E)-4-amino-6-ethoxy-7-(1-methylcyclopropyl)-N-(4-(prop-1-en-1-yl)phenyl)-7H-pyrrolo[2,3-d]pyrimidine-5-carboxamide